6-(4-fluorophenyl)-5-((1-(3-(trifluoromethyl)benzoyl)azetidin-3-yl)oxy)isoindolin-1-one FC1=CC=C(C=C1)C1=C(C=C2CNC(C2=C1)=O)OC1CN(C1)C(C1=CC(=CC=C1)C(F)(F)F)=O